FC1=CC(=C2C(=CNC2=C1)\C=C\[N+](=O)[O-])OC (E)-6-fluoro-4-methoxy-3-(2-nitrovinyl)-1H-indole